(4aR,8aS)-6-(4-(1-(4-(Trifluoromethyl)phenyl)cyclopropyl)piperidine-1-carbonyl)hexahydro-2H-pyrido[4,3-b][1,4]oxazin-3(4H)-one FC(C1=CC=C(C=C1)C1(CC1)C1CCN(CC1)C(=O)N1C[C@@H]2[C@@H](OCC(N2)=O)CC1)(F)F